1-Piperidyl-[7-[4-(3-thienyl)phenyl]pyrazolo[1,5-a]pyridin-3-yl]methanone N1(CCCCC1)C(=O)C=1C=NN2C1C=CC=C2C2=CC=C(C=C2)C2=CSC=C2